ClC1=C(C(=CC=C1)Cl)C1=CC=C2C(N(C(NC2=C1)=O)C1=CN=CC2=CC=CC=C12)=O 7-(2,6-dichlorophenyl)-3-(isoquinolin-4-yl)quinazolin-2,4(1H,3H)-dione